(4bS,8aS)-4b-methyl-9-(6-((methylamino)methyl)pyridin-2-yl)-N-(4-morpholinophenyl)-4b,5,7,8,8a,9-hexahydropyrano[3',4':4,5]pyrrolo[2,3-d]pyrimidin-2-amine C[C@@]12[C@@H](N(C=3N=C(N=CC31)NC3=CC=C(C=C3)N3CCOCC3)C3=NC(=CC=C3)CNC)CCOC2